3-(4-(azidomethyl)phenyl)acrylamide N(=[N+]=[N-])CC1=CC=C(C=C1)C=CC(=O)N